2-(dimethylamino)-2-[(4-methylphenyl)methyl]-1-[4-(4-morpholinyl)phenyl]butan-1-one CN(C(C(=O)C1=CC=C(C=C1)N1CCOCC1)(CC)CC1=CC=C(C=C1)C)C